tertiary butyl tetrasulfide C(C)(C)(C)SSSSC(C)(C)C